3-hydroxy-2-carboxyl-naphthalene sodium salt [Na+].OC=1C(=CC2=CC=CC=C2C1)C(=O)[O-]